C(=C)C=1C2=C(N=C(N1)NC)N(C=C2)S(=O)(=O)C2=CC=C(C)C=C2 4-vinyl-N-methyl-7-tosyl-7H-pyrrolo[2,3-d]pyrimidin-2-amine